C1CCC(CC1)(C(=O)C2=CC=CC=C2)O Hydroxycyclohexyl phenyl ketone